OCCCCCCCCCCCSC1NC=CC(N1)=O 2-[(11-Hydroxyundecyl)sulfanyl]-1,2,3,4-tetrahydropyrimidin-4-one